[OH-].C(C)P(CC)(CC)CC Tetraethylphosphine hydroxide